(R)-N-((S)-(3-chloro-2-fluoro-5-methoxyphenyl)(4-fluorobicyclo[2.2.1]hept-1-yl)methyl)-2-methylpropane-2-sulfinamide ClC=1C(=C(C=C(C1)OC)[C@@H](N[S@](=O)C(C)(C)C)C12CCC(CC1)(C2)F)F